BrC=1N=C(N2C1C(=NC=C2)N)CCOC 1-Bromo-3-(2-methoxyethyl)imidazo[1,5-a]pyrazin-8-amine